N-(3,4-dichloro-2-fluorophenyl)-7-({[(3aR,6aS)-2-methyloctahydrocyclopenta[c]pyrrol-5-yl]methyl}oxy)-6-(methyloxy)quinazolin-4-amine ClC=1C(=C(C=CC1Cl)NC1=NC=NC2=CC(=C(C=C12)OC)OCC1C[C@@H]2[C@@H](CN(C2)C)C1)F